COC=1C=C(C=C(C1)OC)C(C)C1=CC=2NC3=CC=CC=C3SC2C=C1 2-(1-(3,5-dimethoxyphenyl)ethyl)-10H-phenothiazine